C(C)(C)C1=C(C=CC=C1C(C)C)N1C(N(C=C1)C1=C(C(=CC=C1)C(C)C)C(C)C)=[Pd](C1=NC=CC=C1Cl)(Cl)Cl (1,3-bis(2,3-diisopropylphenyl)-1,3-dihydro-2H-imidazol-2-ylidene)dichloro(3-chloropyridin-2-yl)palladium